Natrium 6-[[4-[2-Fluoro-4-[[1-[(4-fluorophenyl)carbamoyl]cyclopropanecarbonyl]amino] phenoxy]-6-ethoxy-7-quinolyl]oxy]caproat FC1=C(OC2=CC=NC3=CC(=C(C=C23)OCC)OCCCCCC(=O)[O-])C=CC(=C1)NC(=O)C1(CC1)C(NC1=CC=C(C=C1)F)=O.[Na+]